C(CC)S(=O)(=O)ON(C(=O)C)C.[Na] sodium dimethylformamido propanesulfonate